ClC1=C(C=CC(=C1)OCC=1C(=NOC1C1CC1)C1=C(C=CC=C1Cl)Cl)C1=CC(=NO1)C=1C=C(C(=O)O)C=CC1 3-(5-(2-chloro-4-((5-cyclopropyl-3-(2,6-dichlorophenyl)isoxazol-4-yl)methoxy)phenyl)isoxazol-3-yl)benzoic acid